rel-2-((2R,5S)-2-(4-(1H-pyrazol-4-yl)phenyl)-5-methylpiperidin-1-yl)-N-(6-amino-5-methylpyridin-3-yl)-2-oxoacetamide N1N=CC(=C1)C1=CC=C(C=C1)[C@@H]1N(C[C@H](CC1)C)C(C(=O)NC=1C=NC(=C(C1)C)N)=O |o1:11,14|